N1=CC(=CC=C1)C1=C([N+](=C2C=CC=CC2=[N+]1[O-])[O-])C#N 3-(pyridin-3-yl)quinoxaline-2-carbonitrile-1,4-dioxide